3-(METHYLTHIO)PHENYLISOCYANIDE CSC=1C=C(C=CC1)[N+]#[C-]